ClC=1C=C(C=C(C1)Cl)C1=NC=CC=C1NC=C(C(=O)OCC)C(=O)OCC Diethyl ({[2-(3,5-dichlorophenyl)pyridin-3-yl] amino}methylene)malonate